Methyl 4-bromo-5-iodo-1-((2-(trimethylsilyl)ethoxy)methyl)-1H-pyrazole-3-carboxylate BrC=1C(=NN(C1I)COCC[Si](C)(C)C)C(=O)OC